Cl.Cl.N1N=C(C2=CC=CC=C12)C(=O)N 1H-indazole-3-carboxamide dihydrochloride